methacrylamidopropylbis(trimethylsiloxy)silanol C(C(=C)C)(=O)NCCC[Si](O)(O[Si](C)(C)C)O[Si](C)(C)C